ClC=1C=C(C=CC1OC)NC1=C(C=NC2=CC(=C(C=C12)NC(\C=C\CN(C)C)=O)OCC)C#N (E)-N-(4-((3-chloro-4-methoxyphenyl)amino)-3-cyano-7-ethoxyquinolin-6-yl)-4-(dimethylamino)but-2-enamide